5-((1-(4-(9-Methyl-3-oxa-7,9-diazabicyclo[3.3.1]nonan-7-yl)phenyl)-1H-imidazol-4-yl)amino)pyrazine-2-carbonitrile CN1C2COCC1CN(C2)C2=CC=C(C=C2)N2C=NC(=C2)NC=2N=CC(=NC2)C#N